N-ethyl-diethanolamine dimethacrylate C(C(=C)C)(=O)O.C(C(=C)C)(=O)O.C(C)N(CCO)CCO